N-ethyl-5-fluoro-2-nitroaniline C(C)NC1=C(C=CC(=C1)F)[N+](=O)[O-]